N-cyclopentyl-2-(3-methyl-3,8-diazabicyclo[3.2.1]octan-8-yl)-4,6-dihydro-5H-pyrrolo[3,4-d]thiazole-5-carboxamide C1(CCCC1)NC(=O)N1CC=2N=C(SC2C1)N1C2CN(CC1CC2)C